C(C)(C)(C)OOC1=C(C(=C(C=C1)C(C)(C)C1=CC=CC=C1)C(C)(C)C1=CC=CC=C1)OOC(C)(C)C bis(t-butyl-peroxy)dicumyl-benzene